5-[(3S)-5-fluoro-7-hydroxy-3-{[2-(oxan-4-yl)ethyl]amino}-3,4-dihydro-2H-1-benzothiopyran-6-yl]-1λ6,2,5-thiadiazolidine-1,1,3-trione FC1=C(C(=CC2=C1C[C@@H](CS2)NCCC2CCOCC2)O)N2CC(NS2(=O)=O)=O